[Cl-].C[NH+](C(C(=C)C)=O)C dimethyl-methacryloyl-ammonium chloride